((3'-isopropyl-[1,1'-biphenyl]-4-yl)oxy)-1H-1,2,3-triazole-4-carboxylic acid C(C)(C)C=1C=C(C=CC1)C1=CC=C(C=C1)ON1N=NC(=C1)C(=O)O